6-bromo-5-chloro-3-ethylsulfanyl-7,9-dihydrofuro[3,4-f]quinazolin-1-ol BrC=1C2=C(C3=C(N=C(N=C3C1Cl)SCC)O)COC2